BrC1=CC=C(OCCO[Si](C)(C)C(C)(C)C)C=C1 (2-(4-Bromophenoxy)ethoxy)(tert-butyl)dimethylsilane